5-Cyano-2-(difluoromethyl)-6-hydroxy-pyridine-3-carboxylic acid ethyl ester C(C)OC(=O)C=1C(=NC(=C(C1)C#N)O)C(F)F